1,1-diphenyl-N-(4,5,6,7-tetrahydropyrazolo[1,5-a]pyrazin-3-yl)methanimine C1(=CC=CC=C1)C(=NC=1C=NN2C1CNCC2)C2=CC=CC=C2